NC[C@H](C[C@H]1[C@@H]([C@H](C[C@@](O1)(C(=O)O)OCC1=CC=CC=C1)O)NC(CO)=O)O (2R,4S,5R,6S)-6-((S)-3-amino-2-hydroxypropyl)-2-(benzyloxy)-4-hydroxy-5-(2-hydroxyacetamido)tetrahydro-2H-pyran-2-carboxylic acid